6-(2-(3-oxo-8-azabicyclo[3.2.1]oct-8-yl)ethoxy)pyrazolo[1,5-a]pyridine-3-carbonitrile O=C1CC2CCC(C1)N2CCOC=2C=CC=1N(C2)N=CC1C#N